N-[6-[[(1-methyltetrazol-5-yl)-phenyl]oxymethyl]-2-pyridinyl]carbamic acid but-3-ynyl ester C(CC#C)OC(NC1=NC(=CC=C1)COC1=C(C=CC=C1)C1=NN=NN1C)=O